(S)-1-(4-((2-(1-amino-1,3-dihydrospiro[indene-2,4'-piperidin]-1'-yl)-1H-imidazo[4,5-b]pyrazin-5-yl)thio)-3-chloropyridin-2-yl)azetidin-3-ol N[C@@H]1C2=CC=CC=C2CC12CCN(CC2)C2=NC=1C(=NC=C(N1)SC1=C(C(=NC=C1)N1CC(C1)O)Cl)N2